C1(CCCCC1)P(C1=C(C(=CC=C1OC)OC)C1=C(C=C(C=C1C(C)C)C(C)C)C(C)C)C1CCCCC1 dicyclohexyl-(3,6-dimethoxy-2',4',6'-triisopropyl-(1,1'-biphenyl)-2-yl)phosphine